2-[(E)-1-(aminomethyl)-2-fluoro-vinyl]Benzofuran-5-carboxylic acid methyl ester hydrochloride Cl.COC(=O)C=1C=CC2=C(C=C(O2)\C(=C\F)\CN)C1